C[N+](C)(C)CC(CC(=O)[O-])OC(=O)CCCCCCCCCCCCC(=O)O The molecule is an O-acylcarnitine having 13-carboxytridecanoyl as the acyl substituent. It has a role as a metabolite. It is an O-acylcarnitine, a carboxylic ester and an ammonium betaine. It derives from a carnitine.